NC1=C(C=C(C(=O)N[C@H](C(=O)N2[C@@H](CCC2)C(=O)N[C@@H](CC(=O)O)C#N)C(C)(C)C)C=C1)Cl (S)-3-((S)-1-((S)-2-(4-amino-3-chlorobenzamido)-3,3-dimethylbutanoyl)pyrrolidine-2-carboxamido)-3-cyano-propanoic acid